C(#N)C=1C=C(C(=NC1OCC1=C(C=CC(=C1)C(F)(F)F)F)C(F)(F)F)C(=O)OCC Ethyl 5-cyano-6-[[2-fluoro-5-(trifluoromethyl)phenyl]methoxy]-2-(trifluoromethyl)pyridine-3-carboxylate